ETHYLPROPANESULFONIC ACID C(C)C(CC)S(=O)(=O)O